(R)-2-chloro-6-((1-methylpyrrolidin-3-yl)oxy)pyrazine ClC1=NC(=CN=C1)O[C@H]1CN(CC1)C